N-[(1S)-1-(dicyclopropylmethyl)-2-[4-(3,5-dimethyl-1H-pyrazol-4-yl)anilino]-2-oxo-ethyl]-2-(1-methyl-2-methylsulfanyl-ethyl)pyrazole-3-carboxamide C1(CC1)C([C@@H](C(=O)NC1=CC=C(C=C1)C=1C(=NNC1C)C)NC(=O)C=1N(N=CC1)C(CSC)C)C1CC1